8-(N-(8-oxo-8-((4-pentylnonyl)amino)octyl)-3-(pyrrolidin-1-yl)propanamido)-N-(4-pentylnonyl)octanamide O=C(CCCCCCCN(C(CCN1CCCC1)=O)CCCCCCCC(=O)NCCCC(CCCCC)CCCCC)NCCCC(CCCCC)CCCCC